3-(6-(1-(Acetoxyimino)-2-methylpropyl)-9-ethyl-9H-carbazol-3-yl)-1-(2-chlorophenyl)prop-2-en-1-one C(C)(=O)ON=C(C(C)C)C=1C=C2C=3C=C(C=CC3N(C2=CC1)CC)C=CC(=O)C1=C(C=CC=C1)Cl